C(#N)C=1C=C(C=CC1F)NC(=O)[C@@H]1[C@@H](N(CC1)C(=O)C=1NC(=CC1)C1CC1)C (2S,3S)-N-(3-cyano-4-fluorophenyl)-1-(5-cyclopropyl-1H-pyrrole-2-carbonyl)-2-methylpyrrolidine-3-carboxamide